C(N)(=O)C1=CC2=C(N(C(=N2)NC(=O)C2=CC(=NN2CC)C)CCCCNC(OC(C)(C)C)=O)C=C1 tert-butyl (4-(5-carbamoyl-2-(1-ethyl-3-methyl-1H-pyrazole-5-carboxamido)-1H-benzo[d]imidazol-1-yl)butyl)carbamate